(2E)-2-(hydroxyimino)-5-(4-hydroxyphenyl)-2,3-dihydro-1H-inden-1-one O\N=C/1\C(C2=CC=C(C=C2C1)C1=CC=C(C=C1)O)=O